FC=1C=CC=2N(C(C=C(N2)C=2C=CC=3N(N2)C=C(N3)C)=O)C1 7-fluoro-2-(2-methylimidazo[1,2-b]pyridazin-6-yl)pyrido[1,2-a]pyrimidin-4-one